N-[4-(6,6-dimethyl-4-oxo-3-phenyl-4,5,6,7-tetrahydro-1H-pyrrolo[3,2-c]pyridin-2-yl)pyridin-2-yl]-2-(4-fluorophenyl)acetamide CC1(CC2=C(C(N1)=O)C(=C(N2)C2=CC(=NC=C2)NC(CC2=CC=C(C=C2)F)=O)C2=CC=CC=C2)C